4-hydroxy-3-iodo-quinoline-2-carboxylic acid ethyl ester C(C)OC(=O)C1=NC2=CC=CC=C2C(=C1I)O